F/C=C(\CNC([O-])=O)/COC=1C=C2CCN(C(C2=CC1)=O)CC(=O)NCCS(=O)(=O)C N-[(E)-3-Fluoro-2-[[2-[2-(2-methanesulfonylethylamino)-2-oxo-ethyl]-1-oxo-3,4-dihydroisoquinolin-6-yl]oxymethyl]allyl]carbamate